N-(3-(dimethylamino)propyl)-3-(6-methoxy-1H-benzo[d]imidazol-2-yl)-1H-indazole-5-carboxamide CN(CCCNC(=O)C=1C=C2C(=NNC2=CC1)C1=NC2=C(N1)C=C(C=C2)OC)C